NC1=NS(NC2=C1C(=CC=C2)OCC(CNC(C=C)=O)(C)C)(=O)=O N-[3-[(4-amino-2,2-dioxo-1H-2,1,3-benzothiadiazin-5-yl)oxy]-2,2-dimethyl-propyl]propenamide